(E)-1-(2-hydroxy-4-methoxyphenyl)-3-(p-tolyl)prop-2-en-1-one OC1=C(C=CC(=C1)OC)C(\C=C\C1=CC=C(C=C1)C)=O